1-Methyl-5-(trifluoromethyl)-1H-pyrazole CN1N=CC=C1C(F)(F)F